1-(4-bromophenyl)-4,4-difluoropiperidine BrC1=CC=C(C=C1)N1CCC(CC1)(F)F